1-(2,4-difluorophenyl)-7-(methoxymethyl)-1H-pyrazolo[4,3-c]pyridine FC1=C(C=CC(=C1)F)N1N=CC=2C=NC=C(C21)COC